(4-(2-hydroxyethyl)piperazin-1-yl)(3-methoxy-5-((4-(5-phenyl-4,5-dihydro-1H-pyrazol-1-yl)-7H-pyrrolo[2,3-d]pyrimidin-2-yl)amino)phenyl)methanone OCCN1CCN(CC1)C(=O)C1=CC(=CC(=C1)NC=1N=C(C2=C(N1)NC=C2)N2N=CCC2C2=CC=CC=C2)OC